FC(OC1=CC=C(C=C1)C=1CCSC2=C(C1)C=CC(=C2)O)(F)F 4-[4-(trifluoromethoxy)phenyl]-2,3-dihydro-1-benzothiepin-8-ol